4-(4-acryloylpiperazin-1-yl)-7-(2-amino-6-fluorophenyl)-6-chloro-1-(4,6-diisopropylpyrimidin-5-yl)-2-oxo-1,2-dihydro-1,8-naphthyridine-3-carbonitrile C(C=C)(=O)N1CCN(CC1)C1=C(C(N(C2=NC(=C(C=C12)Cl)C1=C(C=CC=C1F)N)C=1C(=NC=NC1C(C)C)C(C)C)=O)C#N